C(C)OC=1C=C2C=C(N=NC2=CC1N1CC2(CN(C2)C(=O)OC(C)(C)C)C1)C1=C(C=CC=C1)OCOC tert-butyl 6-(6-ethoxy-3-(2-(methoxymethoxy)phenyl)cinnolin-7-yl)-2,6-diazaspiro[3.3]heptane-2-carboxylate